C(C)N(C(=O)[C@@H]1CN(CCC1)C=1C=C(OC(C(=O)OC(C)(C)C)(C)C)C=CC1)CC1=CC=C(C=C1)C(C)C tert-butyl (S)-2-(3-(3-(ethyl(4-isopropylbenzyl)carbamoyl)piperidin-1-yl)phenoxy)-2-methylpropanoate